8-chloro-5-[[2-[3-(5-fluoro-6-oxo-pyrimidin-1-yl)propyl]-2-azaspiro[3.3]heptan-6-yl]-methyl-amino]-2-methyl-isoquinolin-1-one ClC=1C=CC(=C2C=CN(C(C12)=O)C)N(C)C1CC2(CN(C2)CCCN2C=NC=C(C2=O)F)C1